4-(3-(cyclobutylmethyl)-7-methyl-5-oxopyrazolo[1,5-a]pyrido[4,3-e]pyrimidin-4(5H)-yl)-N-methylbenzamide C1(CCC1)CC=1C=NN2C1N(C(C1=C2C=NC(=C1)C)=O)C1=CC=C(C(=O)NC)C=C1